2-((1-((4-chloro-3-(2-(dimethylamino)ethoxy)-1-methyl-1H-pyrazol-5-yl)methyl)-3-oxoisoindolin-2-yl)methyl)-5-oxa-7-azaspiro[3.4]octan-6-one ClC=1C(=NN(C1CC1N(C(C2=CC=CC=C12)=O)CC1CC2(C1)OC(NC2)=O)C)OCCN(C)C